C(C=C)OCC(CO)(CO)CC 2-allyloxymethyl-2-ethyl-1,3-propanediol